COC[C@H]1CCN(CCO1)S(=O)(=O)N (R)-7-(methoxymethyl)-1,4-oxazepane-4-sulfonamide